2-(dimethylamino)-4-trifluoromethyl-6H-1,3-oxazin-6-one CN(C=1OC(C=C(N1)C(F)(F)F)=O)C